2,3-diaza-7-oxo-bicyclo[2.2.1]hept-5-ene-2,3-dicarboxylic acid diethyl ester C(C)OC(=O)N1C2C=CC(N1C(=O)OCC)C2=O